3-(3-methoxybenzylidene)pyrrolidine-2,5-dione COC=1C=C(C=C2C(NC(C2)=O)=O)C=CC1